4-(3-Aminobenzyl)-7-(3,5-difluorobenzyl)-2,4,6,7,8,9-hexahydroimidazo[1,2-a]pyrido[3,4-e]pyrimidin-5(1H)-one NC=1C=C(CN2C=3N(C4=C(C2=O)CN(CC4)CC4=CC(=CC(=C4)F)F)CCN3)C=CC1